5-(3-(3-(4-methoxyphenyl)ureido)phenyl)-1H-thiophene COC1=CC=C(C=C1)NC(NC=1C=C(C=CC1)C1=CC=CS1)=O